C1=NC=CC2=CC(=CC=C12)CC(=O)N1CCC(CC1)N1C(NC2=C1C(=CC=C2)C(F)(F)F)=O 1-(1-(2-(isoquinolin-6-yl)acetyl)piperidin-4-yl)-7-(trifluoromethyl)-1,3-dihydro-2H-benzo[d]imidazol-2-one